The molecule is a member of the class of xanthenes that is the acetic anhydride of dihydrofluorescein diacetate carrying additional chloro substituents at positions 2 and 7 as well as a chloromethyl substituent para to the anhydride function. It is an acetate ester, an acyclic carboxylic anhydride, an organochlorine compound and a member of xanthenes. It derives from a fluorescein. CC(=O)OC1=C(C=C2C(C3=CC(=C(C=C3OC2=C1)OC(=O)C)Cl)C4=C(C=CC(=C4)CCl)C(=O)OC(=O)C)Cl